C(C1=CC=CC=C1)N1N=C2C=CC(=CC2=C1)B1OC(C(O1)(C)C)(C)C 2-benzyl-5-(4,4,5,5-tetramethyl-1,3,2-dioxaborolan-2-yl)-2H-indazole